ClC1=CC=C(C=C1)CNC(=O)NC1=CC=C(C=C1)CC(=O)N(CC)CC 2-[4-({N-[(4-chlorophenyl)methyl]carbamoyl}amino)phenyl]-N,N-diethylacetamide